C(C)OC(=O)C1=C(N=C(N=N1)SC)NC1=CC=CC=C1 3-methylsulfanyl-5-phenylamino-1,2,4-triazine-6-carboxylic acid ethyl ester